6-(2-fluorobenzyl)-3-(tetrahydro-2H-pyran-4-yl)-3,6-dihydro-4H-pyrazolo[4,3-d][1,2,3]triazin-4-one FC1=C(CN2N=C3C(N=NN(C3=O)C3CCOCC3)=C2)C=CC=C1